N1(C=NC=C1)C1=CC(=CC(=N1)C(=O)N[C@H]1COCCC1)C(F)(F)F (R)-6-(1H-imidazol-1-yl)-N-(tetrahydro-2H-pyran-3-yl)-4-(trifluoromethyl)picolinamide